2-chloro-N-[(3R,4S)-1-(2-chlorobenzoyl)-4-fluoropyrrolidin-3-yl]benzamide ClC1=C(C(=O)N[C@@H]2CN(C[C@@H]2F)C(C2=C(C=CC=C2)Cl)=O)C=CC=C1